COC(=O)C1=CC=C(C=C1)C1=CC=C(C=C1)CNC 4'-((methylamino)methyl)-[1,1'-biphenyl]-4-carboxylic acid methyl ester